(4-ethynylphenyl)furan C(#C)C1=CC=C(C=C1)C=1OC=CC1